FC(C)(C)C 2-fluoro-2-methylpropan